CC(=CCCC(C)(C=C)O)C (±)-linalool